4-[4-(4-(3-methylisoquinolin-6-yl)-phenoxy)-piperidin-1-yl]-(R)-tetrahydrofuran-2-yl-methanone CC=1N=CC2=CC=C(C=C2C1)C1=CC=C(OC2CCN(CC2)C2C[C@@H](OC2)C=O)C=C1